C(O[C@H]1[C@@H](O[C@H]2[C@H]1O[Si](O[Si](OC2)(C(C)C)C(C)C)(C(C)C)C(C)C)N2C(NC(C=C2)=O)=O)(OC2=CC=CC=C2)=S O-((6aR,8R,9R,9aR)-8-(2,4-dioxo-3,4-dihydropyrimidin-1(2H)-yl)-2,2,4,4-tetraisopropyltetrahydro-6H-furo[3,2-f][1,3,5,2,4]trioxadisilocin-9-yl) O-phenyl carbonothioate